FC1(CCN(CC1)C1=NC(=CC(=N1)NC(C1=C(C=C(C=C1)NS(=O)(=O)[C@H](CO)C)N1CC[Si](CC1)(C)C)=O)C)F (S)-N-(2-(4,4-difluoropiperidin-1-yl)-6-methylpyrimidin-4-yl)-2-(4,4-dimethyl-1,4-azasilinan-1-yl)-4-((2-hydroxy-1-methylethyl)sulfonamido)benzamide